(3S,4R)-N-(2-fluoro-3-thienyl)-1-methyl-4-[1-methyl-5-(trifluoromethyl)pyrazol-3-yl]-2-oxo-pyrrolidine-3-carboxamide FC=1SC=CC1NC(=O)[C@H]1C(N(C[C@@H]1C1=NN(C(=C1)C(F)(F)F)C)C)=O